[4-[[tert-butyl(diphenyl)silyl]oxymethyl]cyclohexyl] 4-methylbenzenesulfonate CC1=CC=C(C=C1)S(=O)(=O)OC1CCC(CC1)CO[Si](C1=CC=CC=C1)(C1=CC=CC=C1)C(C)(C)C